2-(6-(5-chloro-1-(1-(5-(3-fluoro-5-methoxyphenyl)pyrazin-2-yl)ethyl)-1H-indazole-7-carboxamido)spiro[3.3]heptan-2-yl)acetic acid ClC=1C=C2C=NN(C2=C(C1)C(=O)NC1CC2(CC(C2)CC(=O)O)C1)C(C)C1=NC=C(N=C1)C1=CC(=CC(=C1)OC)F